C(C)[Al](OC1=C(C=C(C=C1C(C)(C)C)C)C(C)(C)C)OC1=C(C=C(C=C1C(C)(C)C)C)C(C)(C)C ethyl-bis(2,6-di-t-butyl-4-methylphenoxy)aluminum